C(C)(C)(C)OC(=O)N[C@@H]1[C@@H](N(CCC1)C(=O)OCC1=CC=CC=C1)COC1CCC(CC1)NC benzyl (2R,3S)-3-((tert-butoxycarbonyl)amino)-2-((((1s,4S)-4-(methylamino)cyclohexyl)oxy)methyl)piperidine-1-carboxylate